O=C1NCCNC1 2-oxopiperazin